C(C)(C)(C)OC(=O)N1CCC(=CC1)C1=CN2C(=NC(=CC2=O)OS(=O)(=O)C2=CC=C(C)C=C2)S1 4-[5-oxo-7-(p-toluenesulfonyloxy)thiazolo[3,2-a]pyrimidin-2-yl]-3,6-dihydro-2H-pyridine-1-carboxylic acid tert-butyl ester